S1(=O)(=O)OCCCCCC(CC)O1.[Na] Sodium octyl-6-yl sulfate